aluminum chloride potassium acetate C(C)(=O)[O-].[K+].[Al](Cl)(Cl)Cl